3-bromo-5',7'-dihydrospiro[cyclopropane-1,6'-pyrazolo[5,1-b][1,3]oxazine] BrC1CC12CN1C(OC2)=CC=N1